NC1=NC=C(C=C1OC=1C=C(C=CC1)NC(C1=CC(=CC=C1)S(=O)(=O)C)=O)Cl N-(3-((2-amino-5-chloropyridin-3-yl)oxy)phenyl)-3-(methyl-sulfonyl)benzamide